C(C)OC1=C(C(=CC(=C1)CN1CCC2(CCN(C(C2)=O)C2=CC=C(C(=O)O)C=C2)CC1)OCC)C1=CC=C(C=C1)F 4-(9-((2,6-diethoxy-4'-fluoro-[1,1'-biphenyl]-4-yl)methyl)-2-oxo-3,9-diazaspiro[5.5]undec-3-yl)benzoic acid